[Sb](Br)(Br)Br antimonous bromide